Cl.NCCCNCCCCNCCCNC(C1=C(C=C(C=C1)NC=1C=2N(C=CN1)C(=CN2)C=2C(=NN(C2)CC=2N(C=CN2)C)C(F)(F)F)CC)=O N-[3-[4-(3-aminopropylamino)butylamino]propyl]-2-ethyl-4-[[3-[1-[(1-methylimidazol-2-yl)methyl]-3-(trifluoromethyl)pyrazol-4-yl]imidazo[1,2-a]pyrazin-8-yl]amino]benzamide hydrochloride